N-((1S)-1-(1-(6-((ethyl(methyl)(oxo)-λ6-sulfaneylidene)amino)pyrimidin-4-yl)-1H-1,2,4-triazol-5-yl)ethyl)-3,5-bis(trifluoromethyl)benzamide C(C)S(=O)(C)=NC1=CC(=NC=N1)N1N=CN=C1[C@H](C)NC(C1=CC(=CC(=C1)C(F)(F)F)C(F)(F)F)=O